Tri(n-butyl)ethyl-titanium C(CCC)[Ti](CC)(CCCC)CCCC